C(#N)C(CNC=1C(=CC=C2C=CC(=CC12)C1=NC=CC(=C1)NS(=O)(=O)C)OC)=C N-(2-{8-[(2-cyano-2-methylideneethyl)amino]-7-methoxynaphthalen-2-yl}pyridin-4-yl)methanesulfonamide